3,5-DIFLUORO-4-DIFLUOROMETHOXY-BENZENEBORONIC ACID FC=1C=C(C=C(C1OC(F)F)F)B(O)O